2-(((5-Bromothiophen-2-yl)methyl)(methyl)amino)-N-(4-methylbenzyl)acetamide BrC1=CC=C(S1)CN(CC(=O)NCC1=CC=C(C=C1)C)C